C(C)(C)(C)C=1C(=C(C=CC1)[I+]C1=C(C(=CC=C1)C(C)(C)C)C(C)(C)C)C(C)(C)C bis(di-tertiary butylphenyl)iodonium